C1(=CCCC1)C1=C(C=CC(=C1)C1CCNCC1)NC(=O)C1=NOC(=C1)C N-(2-(Cyclopent-1-en-1-yl)-4-(piperidin-4-yl)phenyl)-5-methylisoxazole-3-carboxamide